4-(carboxymethyl)-1-(indoline-1-carbonyl)piperidine-4-carboxylic acid C(=O)(O)CC1(CCN(CC1)C(=O)N1CCC2=CC=CC=C12)C(=O)O